C(C)(C)(C)N1N=C(C=C1NC(OCC1=CC=CC=C1)=O)C1CC(CC1)O Benzyl N-[1-tert-butyl-3-(3-hydroxy cyclopentyl)-1H-pyrazol-5-yl]carbamate